(3-chloropyridin-2-yl)(1H-imidazol-1-yl)methanone ClC=1C(=NC=CC1)C(=O)N1C=NC=C1